(4-Bromophenyl)-1,3-dithiane BrC1=CC=C(C=C1)C1SCCCS1